(S)-tert-Butyl 5-amino-4-(4-hydroxy-1-oxoisoindolin-2-yl)-5-oxopentanoate NC([C@H](CCC(=O)OC(C)(C)C)N1C(C2=CC=CC(=C2C1)O)=O)=O